sodium (S)-3-(3-(1-methyl-4-oxido-2-oxo-1,2-dihydropyridin-3-yl)ureido)-3-(3-(thiophen-2-yl) phenyl)propanoate CN1C(C(=C(C=C1)[O-])NC(N[C@@H](CC(=O)[O-])C1=CC(=CC=C1)C=1SC=CC1)=O)=O.[Na+].[Na+]